(4-methoxyphenylethyl)-2,3,4,9-tetrahydro-1H-carbazol-1-amine COC1=CC=C(C=C1)CCC1(CCCC=2C3=CC=CC=C3NC12)N